[Cu].[Cl-].[NH4+].N ammonia ammonium chloride copper